2-(4-((1R,5S)-3,8-diazabicyclo[3.2.1]octan-3-yl)-8-fluoro-2-((2-methyl-1,2,3,4-tetrahydroisoquinolin-5-yl)oxy)quinazolin-7-yl)-3-fluorophenol [C@H]12CN(C[C@H](CC1)N2)C2=NC(=NC1=C(C(=CC=C21)C2=C(C=CC=C2F)O)F)OC2=C1CCN(CC1=CC=C2)C